3-(4-(9H-carbazol-9-yl)phenyl)-9-(4,6-diphenyl-1,3,5-triazin-2-yl)-9H-carbazole C1=CC=CC=2C3=CC=CC=C3N(C12)C1=CC=C(C=C1)C=1C=CC=2N(C3=CC=CC=C3C2C1)C1=NC(=NC(=N1)C1=CC=CC=C1)C1=CC=CC=C1